C(#N)[C@H](CC(=O)SC1=C(C=CC=C1)C)C1=CC=CC=C1 S-(2-methylphenyl) (R)-3-cyano-3-phenylthiopropionate